N-(7-Amino-1-methyl-pyrazolo[3,4-c]pyridin-4-yl)-2-oxo-2-[(2S,5R)-5-methyl-4-(2-methylpropanoyl)-2-phenyl-piperazin-1-yl]acetamide NC=1N=CC(=C2C1N(N=C2)C)NC(C(N2[C@H](CN([C@@H](C2)C)C(C(C)C)=O)C2=CC=CC=C2)=O)=O